5-t-butoxycarbonyl-bicyclo[2.2.1]hept-2-ene C(C)(C)(C)OC(=O)C1C2C=CC(C1)C2